C(C=C)(=O)N1CC2(C1)CC(C2)N2N=C(C(=C2C)C2=C1C=NNC1=CC(=C2Cl)C)C2=CC=C(CN1C(CCC1)=O)C=C2 1-(4-(1-(2-acryloyl-2-azaspiro[3.3]heptan-6-yl)-4-(5-chloro-6-methyl-1H-indazol-4-yl)-5-methyl-1H-pyrazol-3-yl)benzyl)pyrrolidin-2-one